(5-methoxypyridin-2-yl)-6-methyl-4-[(1-methylcyclopropyl)amino]furo[2,3-d]pyrimidine-5-carboxamide COC=1C=CC(=NC1)C=1N=C(C2=C(N1)OC(=C2C(=O)N)C)NC2(CC2)C